C[Si](CCO)(C)C 2-(trimethylsilyl)ethan-1-ol